FC(OC1=CC=C(OC=2SC=C(N2)/C=C/C(C)=O)C=C1)(F)F (E)-4-(2-(4-(trifluoromethoxy)phenoxy)thiazol-4-yl)but-3-en-2-one